C12CNCC(CC1)N2CC2=C1CN(C(C1=CC=C2)=O)C2C(NC(CC2)=O)=O 3-(4-((3,8-diazabicyclo[3.2.1]octan-8-yl)methyl)-1-oxoisoindolin-2-yl)piperidine-2,6-dione